(2R,11aS)-8-(benzyloxy)-2-((tert-butyldimethylsilyl)oxy)-7-methoxy-1,2,3,10,11,11a-hexahydro-5H-benzo[e]pyrrolo[1,2-a][1,4]diazepin-5-one C(C1=CC=CC=C1)OC=1C(=CC2=C(NC[C@H]3N(C2=O)C[C@@H](C3)O[Si](C)(C)C(C)(C)C)C1)OC